NC1=C(C=C(C=C1)C(=O)N1CC2(C1)CNC2)OC (4-amino-3-methoxyphenyl)(2,6-diazaspiro[3.3]hept-2-yl)methanone